FC1=CC=C(C=C1)C(C(/C=C/C1=CC=CC=C1)=O)C (E)-4-(4-fluorophenyl)-1-phenyl-1-penten-3-one